NC1=CC=C(C=C1)C=1C2=CC=C(N2)C(=C2C=CC(C(=C3C=CC(=C(C=4C=CC1N4)C4=CC=CC=C4)N3)C3=CC=CC=C3)=N2)C2=CC=CC=C2 5-(4-aminophenyl)-10,15,20-triphenyl-porphyrin